2-(4-chlorophenoxy)-N-(3-{[5-(4-chlorophenyl)-1,2,4-oxadiazol-3-yl]amino}bicyclo[1.1.1]pentan-1-yl)acetamide ClC1=CC=C(OCC(=O)NC23CC(C2)(C3)NC3=NOC(=N3)C3=CC=C(C=C3)Cl)C=C1